ethyl 6-chloro-4-hydroxy-2-oxo-1H-quinoline-3-carboxylate ClC=1C=C2C(=C(C(NC2=CC1)=O)C(=O)OCC)O